1,1-dibromo-3,3-dichloroprop-1-ene BrC(=CC(Cl)Cl)Br